methyl 2-(oxan-4-yl)-5-({5H,6H,7H,8H-pyrido[3,4-d]pyrimidin-2-yl}amino)benzoate O1CCC(CC1)C1=C(C(=O)OC)C=C(C=C1)NC=1N=CC2=C(N1)CNCC2